1H-1,2,4-triazole-5(4H)-one N1N=CNC1=O